(3S,5R)-2-(t-butoxycarbonyl)-13-oxo-2,12-diazadispiro[4.1.47.25]tridecane-3-carboxylic acid C(C)(C)(C)OC(=O)N1C[C@@]2(C[C@H]1C(=O)O)CC1(CCCC1)NC2=O